FC1=C(C=C2C(=N1)N(C=C2)C)C(=O)OC methyl 6-fluoro-1-methyl-pyrrolo[2,3-b]pyridine-5-carboxylate